tert-butyl (4S)-4-((6-(2-allyl-6-(methylthio)-3-oxo-2,3-dihydro-1H-pyrazolo[3,4-d]pyrimidin-1-yl)pyridin-2-yl)oxy)-2-methylpiperidine-1-carboxylate C(C=C)N1N(C2=NC(=NC=C2C1=O)SC)C1=CC=CC(=N1)O[C@@H]1CC(N(CC1)C(=O)OC(C)(C)C)C